bis(1-methylheptyl)p-phenylenediamine CC(CCCCCC)NC1=CC=C(C=C1)NC(CCCCCC)C